5-{2-propanamidoimidazo[1,2-b]pyridazin-6-yl}pyridine-3-carboxamide C(CC)(=O)NC=1N=C2N(N=C(C=C2)C=2C=C(C=NC2)C(=O)N)C1